CC1=CSC=2N=C(N=C(C21)OC2CCN(CC2)C)NC2=CC=C(C=C2)N2CCN(CC2)C 5-methyl-N-(4-(4-methylpiperazin-1-yl)phenyl)-4-((1-methylpiperidin-4-yl)oxy)thieno[2,3-d]pyrimidin-2-amine